2-(2-chlorophenyl)-N-{4-[2-(propan-2-yloxy)pyridin-3-yl]-3-sulfamoylphenyl}acetamide ClC1=C(C=CC=C1)CC(=O)NC1=CC(=C(C=C1)C=1C(=NC=CC1)OC(C)C)S(N)(=O)=O